O=C1NC=CC(=C1)C1=CC=CC=C1 2-oxo-4-phenylpyridin